NC1=NC(=C(C=2N1C(N(N2)CC2=CS(C=C2)(=O)=O)=O)C2=CC(=NC(=C2)C)C)C2=CC=CC=C2 5-amino-8-(2,6-dimethyl-4-pyridinyl)-2-[(1,1-dioxothien-3-yl)methyl]-7-phenyl-[1,2,4]triazolo[4,3-c]pyrimidin-3-one